O=C1NC(CCC1N1C(N(C2=C1C=CC(=C2F)N2[C@H](CN(CC2)C(=O)OC(C)(C)C)C)C)=O)=O tert-butyl (3S)-4-[1-(2,6-dioxo-3-piperidyl)-4-fluoro-3-methyl-2-oxo-benzimidazol-5-yl]-3-methyl-piperazine-1-carboxylate